7-[4-[4-(aminomethyl)-1-oxo-2H-phthalazin-6-yl]-2-methyl-pyrazol-3-yl]-5-chloro-chromane-8-carbonitrile NCC1=NNC(C2=CC=C(C=C12)C1=C(N(N=C1)C)C1=CC(=C2CCCOC2=C1C#N)Cl)=O